3-nitrobenzene-1,2,4-triamine [N+](=O)([O-])C1=C(C(=CC=C1N)N)N